FC=1C=C(C=C(C1F)C(=O)C=1C=C2N=C(C=NC2=CC1)N1CCNCC1)NC(=O)NC1=CC(=C(C=C1)F)F 1-(3,4-difluoro-5-(3-(piperazin-1-yl)quinoxaline-6-carbonyl)phenyl)-3-(3,4-difluorophenyl)urea